3-[2-(4-fluorophenyl)-3-methyl-3H-imidazo[4,5-b]pyridin-5-yl]-1-phenylurea FC1=CC=C(C=C1)C1=NC=2C(=NC(=CC2)NC(NC2=CC=CC=C2)=O)N1C